5'-bromo-3'H-spiro[azetidine-3,1'-isobenzofuran] BrC=1C=C2COC3(C2=CC1)CNC3